The molecule is a dicarboxylic acid dianion obtained by deprotonation of the carboxy groups of 4-nitro-6-oxohepta-2,4-dienedioic acid; major species at pH 7.3. It is a conjugate base of a 4-nitro-6-oxohepta-2,4-dienedioic acid. C(=C/C(=O)[O-])\\C(=C/C(=O)C(=O)[O-])\\[N+](=O)[O-]